COC=1C=C2C(=CC=NC2=CC1OC)OC1=C(C=C(C=C1)C1(C=C(C(N(C1=O)C1=CC=C(C=C1)F)C(=O)N)C(C)C)C(=O)O)F 5-(4-((6,7-dimethoxyquinolin-4-yl)oxy)-3-fluorophenyl)-1-(4-fluorophenyl)-3-isopropyl-6-oxo-1,6-dihydropyridine-2,5-dicarboxylic acid amide